4,8-didodecyl-2,6-bis-trimethylstannanyl-benzo[1,2-b:4,5-b']dithiophene C(CCCCCCCCCCC)C1=C2C(SC(=C2)[Sn](C)(C)C)=C(C2=C1SC(=C2)[Sn](C)(C)C)CCCCCCCCCCCC